4-[5-[4-acetamido-2-(tert-butylsulfamoyl)phenyl]thiazol-2-yl]piperazine-1-carboxylic acid tert-butyl ester C(C)(C)(C)OC(=O)N1CCN(CC1)C=1SC(=CN1)C1=C(C=C(C=C1)NC(C)=O)S(NC(C)(C)C)(=O)=O